N-((S)-1-(((S)-1-amino-1-oxo-3-((S)-2-oxopiperidin-3-yl)propan-2-yl)amino)-4,4-dimethyl-1-oxopentan-2-yl)-4,6-dichloro-1H-indole-2-carboxamide NC([C@H](C[C@H]1C(NCCC1)=O)NC([C@H](CC(C)(C)C)NC(=O)C=1NC2=CC(=CC(=C2C1)Cl)Cl)=O)=O